C(C)C1=C(NC2=C(C=C(C=C12)C1CCNCC1)F)C1=CC(=NC=C1)C 3-ethyl-7-fluoro-2-(2-methylpyridin-4-yl)-5-(piperidin-4-yl)-1H-indole